[3,5-bis(1,1-dimethylethyl)-4-hydroxyphenyl] methylphosphonate CP(OC1=CC(=C(C(=C1)C(C)(C)C)O)C(C)(C)C)([O-])=O